ClC1=C(C(=C(C(=C1)OC1CC1)C#N)C=1N(N=CC1I)C)F 4-Chloro-6-(cyclopropyloxy)-3-fluoro-2-(4-iodo-2-methylpyrazol-3-yl)benzene-1-carbonitrile